4-((benzhydryloxy)methyl)-2-methoxyphenol C(C1=CC=CC=C1)(C1=CC=CC=C1)OCC1=CC(=C(C=C1)O)OC